4-isopropoxy-1-(((S)-oxetan-2-yl)methyl)-1H-benzo[d]imidazole-6-carboxylic acid C(C)(C)OC1=CC(=CC=2N(C=NC21)C[C@H]2OCC2)C(=O)O